BrC1C(C1C=O)C1=C(C(=NC=C1F)C1CC1)Cl 3-bromo-2-(3-chloro-2-cyclopropyl-5-fluoropyridin-4-yl)(cyclopropyl)methanone